8-(4,5-difluoro-6-methoxybenzo[d]thiazol-2-yl)-3-methoxyquinoxaline-6-carbonitrile FC1=C(C(=CC2=C1N=C(S2)C=2C=C(C=C1N=C(C=NC21)OC)C#N)OC)F